6-[(2-amino-3-chloro-4-pyridinyl)thio]-3-[(3S,4S)-4-amino-3-methyl-2-oxa-8-azaspiro[4.5]dec-8-yl]-5-hydroxy-2-pyridinemethanol NC1=NC=CC(=C1Cl)SC1=C(C=C(C(=N1)CO)N1CCC2([C@@H]([C@@H](OC2)C)N)CC1)O